isobutyl-coenzyme A C(C(C)C)SCCNC(CCNC([C@@H](C(COP(OP(OC[C@@H]1[C@H]([C@H]([C@@H](O1)N1C=NC=2C(N)=NC=NC12)O)OP(=O)(O)O)(=O)O)(=O)O)(C)C)O)=O)=O